NC[C@@H]1N(CCC1)C(=O)C1=C(C2=C(CCC3=CN(N=C23)CC2=NC=CC=C2)O1)C |r| [(2R/S)-2-(Aminomethyl)pyrrolidin-1-yl][8-methyl-2-(pyridin-2-ylmethyl)-4,5-dihydro-2H-furo[2,3-g]indazol-7-yl]methanon